ClC1=CC=CC(=N1)C1=NC(=NC(=N1)NC(CC)C1CC1)NC(CC)C1CC1 6-(6-Chloropyridin-2-yl)-N2,N4-bis(1-cyclopropylpropyl)-1,3,5-triazine-2,4-diamine